2-(isopropylamino)-N-methyl-N-(2-oxo-2-((6-(trifluoromethoxy)benzo[d]thiazol-2-yl)amino)ethyl)acetamide C(C)(C)NCC(=O)N(CC(NC=1SC2=C(N1)C=CC(=C2)OC(F)(F)F)=O)C